1-(3,4-dimethylphenyl)-5-hydroxy-6-methyl-4,5-dihydropyrazolo[3,4-d]pyrimidine-4-one CC=1C=C(C=CC1C)N1N=CC2=C1N=C(N(C2=O)O)C